S1C(=NC2=C1C=CC=C2)\C(\CC(=O)O)=C\C=2C(=NN(C2)C)C2CCCCC2 (E)-3-(benzo[d]thiazol-2-yl)-4-(3-cyclohexyl-1-methyl-1H-pyrazol-4-yl)but-3-enoic acid